3-((3-chloro-2-methyl-5-nitrophenoxy)methyl)pyrrolidine-1-carboxylate ClC=1C(=C(OCC2CN(CC2)C(=O)[O-])C=C(C1)[N+](=O)[O-])C